C(C)(C)N1C(=NC(=C1)C(F)(F)F)C1=CC=C(CN2C=3N(CCC2)N=C(C3)C3=C(C=NN3C(C)C)C)C=C1 4-(4-(1-isopropyl-4-(trifluoromethyl)-1H-imidazol-2-yl)benzyl)-2-(1-isopropyl-4-methyl-1H-pyrazol-5-yl)-6,7-dihydropyrazolo[1,5-a]pyrimidin